CN1CCC12CN(CC2)C2=CC=C1C(=N2)OCC=2C=C(C=CC21)C=2C=NNC2 3-(1-methyl-1,6-diazaspiro[3.4]octan-6-yl)-8-(1H-pyrazol-4-yl)-6H-isochromeno[3,4-b]pyridine